CN1CCN(CC1)CCC[Si](C1=CC=C(C=C)C=C1)(OC)OC 4-[[3-(4-methylpiperazine-1-yl)propyl]dimethoxysilyl]styrene